FC([C@H](C)NNC(C1=CC=CC=C1)=O)(F)F N'-[(1S)-2,2,2-trifluoro-1-methyl-ethyl]benzohydrazide